C(C)(C)C1=C(NC2=CC=C(C=C12)C1CN(C1)C)C=1C=C(C=2N(C1)N=CN2)OC 6-(3-Isopropyl-5-(1-methylazetidin-3-yl)-1H-indol-2-yl)-8-methoxy-[1,2,4]triazolo[1,5-a]pyridin